(1R,2S)-5'-methoxy-2-{3-[(2-methoxypyridin-3-yl)amino]-1H-indazol-6-yl}spiro[cyclopropane-1,3'-indol]-2'(1'H)-one COC=1C=C2[C@]3(C(NC2=CC1)=O)[C@@H](C3)C3=CC=C1C(=NNC1=C3)NC=3C(=NC=CC3)OC